O(C1=CC=CC=C1)CC1=CC=C2C=CC(=NC2=C1)N 7-(phenoxymethyl)quinolin-2-amine